N-(2-(3-Hydroxy-3-(trifluoromethyl)azetidin-1-yl)-6-methylpyrimidin-4-yl)-4-((2-hydroxyethyl)sulfonamido)-2-(6-azaspiro[2.5]octan-6-yl)benzamide OC1(CN(C1)C1=NC(=CC(=N1)NC(C1=C(C=C(C=C1)NS(=O)(=O)CCO)N1CCC2(CC2)CC1)=O)C)C(F)(F)F